C(C)(=O)OC1=C(C(=C(C=C1)COC1=NN(C(=C1Cl)Cl)C)S(=O)(=O)O)C1=C(C=CC=C1)Cl 2-(2-chlorophenyl)-(4-(((4,5-dichloro-1-methyl-1H-pyrazol-3-yl) oxy) methyl)-3-sulfophenyl) acetate